ClC1=NC=NC(=C1C=O)C1=CC=CC=C1 4-Chloro-6-phenylpyrimidine-5-carbaldehyde